[Si](C1=CC=CC=C1)(C1=CC=CC=C1)(C(C)(C)C)OC(CN)C 2-((tert-butyldiphenylsilyl)oxy)propan-1-amine